[NH3+]S(=O)(=O)[O-] ammoniosulfonate